2-(difluoromethyl)-N-(3,3-difluoropiperidin-4-yl)-5-((2-(trifluoromethyl)pyridin-3-yl)methoxy)-benzofuran-3-carboxamide FC(C=1OC2=C(C1C(=O)NC1C(CNCC1)(F)F)C=C(C=C2)OCC=2C(=NC=CC2)C(F)(F)F)F